N-(4-(4-cyclopropylpiperazin-1-yl)phenyl)-4-(3-phenylisoxazolidin-2-yl)-5-(trifluoromethyl)pyrimidine-2-amine C1(CC1)N1CCN(CC1)C1=CC=C(C=C1)NC1=NC=C(C(=N1)N1OCCC1C1=CC=CC=C1)C(F)(F)F